NC=1C=CC=2CN(CCCC2N1)C(=O)OC(C)(C)C tert-butyl 2-amino-5,7,8,9-tetrahydro-6H-pyrido[3,2-c]azepine-6-carboxylate